(7R)-3-chloro-7-methyl-2-{[1,2]thiazolo[4,5-b]pyridin-7-yl}-5H,6H,7H-pyrazolo[1,5-a]pyrazin-4-one ClC=1C(=NN2C1C(NC[C@H]2C)=O)C2=C1C(=NC=C2)C=NS1